ClC1=C(C=CC(=C1)OC1=NC=CC(=C1)C1CC1)C=1C=C2C=NC=NC2=C(C1)C=1C=C(C=CC1)NC(C=C)=O N-(3-(6-(2-chloro-4-((4-cyclopropylpyridin-2-yl)oxy)phenyl)quinazolin-8-yl)phenyl)acrylamide